C(C1=CC=CC=C1)N1CCC(CC1)(C#N)C1=NC=C(C=C1)Cl 1-benzyl-4-(5-chloropyridin-2-yl)piperidine-4-carbonitrile